C(C)/C(/C(=O)N)=C/C(=O)N ethyl-maleamide